(S)-N-((3S,5S,6R)-6-methyl-2-oxo-5-phenyl-1-(2,2,2-trifluoroethyl)piperidin-3-yl)-2'-oxo-1',2',4,6-tetrahydrospiro[cyclopenta[b]thiophene-5,3'-pyrrolo[2,3-b]pyridine]-2-formamide C[C@@H]1[C@@H](C[C@@H](C(N1CC(F)(F)F)=O)NC(=O)C1=CC2=C(S1)C[C@@]1(C(NC3=NC=CC=C31)=O)C2)C2=CC=CC=C2